(R)-6-(1-(1-(5-cyclopropylpyrimidin-2-yl)ethyl)-4-(propane-1-yn-1-yl)-1H-indazole-7-carboxamido)spiro[3.3]heptane-2-carboxylic acid methyl ester COC(=O)C1CC2(C1)CC(C2)NC(=O)C=2C=CC(=C1C=NN(C21)[C@H](C)C2=NC=C(C=N2)C2CC2)C#CC